C(C1=CC=CC=C1)C=1C=2N(C=C(N1)C1=C(C(=CC=C1)O[Si](C)(C)C(C)(C)C)F)C(/C(/N2)=C/C=2SC=CC2)=O (Z)-8-benzyl-6-(3-((tert-butyldimethylsilyl)oxy)-2-fluorophenyl)-2-(thiophen-2-ylmethylene)imidazo[1,2-a]Pyrazin-3(2H)-one